C1(=CCCCC1)CC=1C=CC=NC1 5-(cyclohexenylmethyl)pyridin